OC=1C=C2C(N(C=NC2=CC1)C1CCN(CC1)C(=O)OC(C)(C)C)=O tertbutyl 4-(6-hydroxy-4-oxo-quinazolin-3-yl)piperidine-1-carboxylate